CC1=NC(=NO1)C1=CC=C2C=CN=C(C2=C1)NCCN1CC=2C=NC(=CC2C1=O)C(=O)OCC ethyl 2-[2-[[7-(5-methyl-1,2,4-oxadiazol-3-yl)-1-isoquinolinyl] amino] ethyl]-1-oxo-3H-pyrrolo[3,4-c]pyridine-6-carboxylate